CN1C(NC=C(C1=O)C(=O)N)=O 3-methyl-2,4-dioxo-1,2,3,4-tetrahydropyrimidine-5-carboxamide